ClC1=C(C=C2C=C(N=CC2=C1)NC(=O)C1C2COC[C@@H]12)C1CCN(CC1)[C@]1(COC[C@H]1O)C (R)-N-(7-chloro-6-(1-((3S,4S)-4-hydroxy-3-methyltetrahydrofuran-3-yl)piperidin-4-yl)isoquinolin-3-yl)-3-oxabicyclo[3.1.0]hexane-6-carboxamide